methyl chloride palmitate C(CCCCCCCCCCCCCCC)(=O)O.CCl